NC=1SC(=C(C1C(=O)C1=CC=C(C=C1)Cl)C)C (2-amino-4,5-dimethylthiophen-3-yl)(4-chlorophenyl)methanone